OC1(CC1)C=1C=C(C2=C(N=C(O2)N2CC3N(C(C2)C3)C(=O)OC(C)(C)C)C1OC(F)(F)F)C=1SC=CN1 tert-Butyl 3-(5-(1-hydroxycyclopropyl)-7-(thiazol-2-yl)-4-(trifluoromethoxy)benzo[d]oxazol-2-yl)-3,6-diazabicyclo[3.1.1]heptane-6-carboxylate